NC1=C(C=C(C=N1)NC(C(=O)N1C(CCC(C1)C)C=1C=NC(=CC1)CC)=O)C N-(6-amino-5-methyl-3-pyridyl)-2-[2-(6-ethyl-3-pyridyl)-5-methyl-1-piperidyl]-2-oxo-acetamide